COC=1C=C(C=CC1)[SiH2]C1=CC(=CC=C1)OC 1,1-bis(3-methoxyphenyl)silane